C(C1=CC=CC=C1)[C@H]1C[C@@H](N(C1)C(=O)OC(C)(C)C)C(=O)N1[C@@H](COCC1)C(=O)O (S)-4-((2R,4S)-4-benzyl-1-(tert-butoxycarbonyl)pyrrolidine-2-carbonyl)morpholine-3-carboxylic acid